methamidyl-lead iodide C(=O)N[Pb]I